5-methyl-1-((4'-(methylsulfonyl)-[1,1'-biphenyl]-3-yl)methyl)-N-(4-(trifluoromethoxy)phenyl)-1H-pyrazole-3-carboxamide CC1=CC(=NN1CC=1C=C(C=CC1)C1=CC=C(C=C1)S(=O)(=O)C)C(=O)NC1=CC=C(C=C1)OC(F)(F)F